S1N=C(N=C1)C1=C2C=CC(=CC2=CC=C1)C(=O)O 5-(1,2,4-thiadiazol-3-yl)-2-naphthoic acid